4,8-di-tert-butyl-2,10-dimethyl-12H-dibenzo[d,g][1,3,2]dioxaphosphocine 6-oxide C(C)(C)(C)C1=CC(=CC2=C1OP(OC1=C(C2)C=C(C=C1C(C)(C)C)C)=O)C